CC=1C=C(C(=O)O)C=CC1 (3-methyl)benzoic acid